ClC1=CC=C(CN2N=C(C=CC2=O)N2N=CN=C2)C=C1 2-(4-chlorobenzyl)-6-(1H-1,2,4-triazol-1-yl)pyridazin-3(2H)-one